The molecule is a dihydroagarofuran sesquiterpenoid with formula C36H45NO17 that is isolated from the root bark of Tripterygium hypoglaucum. It has a role as a plant metabolite. It is an acetate ester, a dihydroagarofuran sesquiterpenoid, a macrolide, a pyridine alkaloid, a bridged compound and a sesquiterpene alkaloid. C[C@H]1CCC2=C(C=CC=N2)C(=O)OC[C@]3([C@@H]4[C@H]([C@H]([C@@]5([C@H]([C@H]([C@@H]([C@]([C@]5([C@@H]4OC(=O)C)O3)(C)O)OC1=O)O)OC(=O)C)COC(=O)C)OC(=O)C)OC(=O)C)C